5'-O-(4,4'-Dimethoxytrityl)-3'-O-[3-methoxypropyl-(diisopropylamino)phosphinyl]-2'-fluorodeoxy-(2-N-isobutyryl)-guanosine COC1=CC=C(C(C2=CC=C(C=C2)OC)(C2=CC=CC=C2)OC[C@@H]2[C@H]([C@H]([C@@H](O2)N2C=NC=3C(=O)NC(NC(C(C)C)=O)=NC23)F)OP(=O)(N(C(C)C)C(C)C)CCCOC)C=C1